(R)-N-(2-benzylbutyl)-1-methyl-5-oxo-4H-1,2,4-triazole-3-carboxamide C(C1=CC=CC=C1)[C@H](CNC(=O)C1=NN(C(N1)=O)C)CC